(R)-N'-((3',5',6',7'-tetrahydro-2'H-spiro[cyclopropane-1,1'-s-indacen]-8'-yl)carbamoyl)-6,7-dihydro-5H-pyrazolo[5,1-b][1,3]oxazine-3-sulfonimidamide C12(CCC3=CC=4CCCC4C(=C13)NC(=O)N=[S@](=O)(N)C=1C=NN3C1OCCC3)CC2